C(C1=CC=CC=C1)OCCOCCOCCOCC(=O)OC(C)(C)C t-butyl {2-[2-(2-benzyloxyethoxy)ethoxy]ethoxy}acetate